[C@H]12CN(C[C@H](CC1)N2)C2=NC(=NC1=C(C(=C(C=C21)[N+](=O)[O-])C2=CC(=CC1=CC=C(C(=C21)F)F)O)F)OCC2(CC2)CN2CCOCC2 4-(4-((1r,5s)-3,8-diazabicyclo[3.2.1]oct-3-yl)-8-fluoro-2-((1-(morpholinomethyl)cyclopropyl)methoxy)-6-nitroquinazolin-7-yl)-5,6-difluoronaphthalen-2-ol